C(C(C)C)C(C(C)=O)C(C)=O 3-isobutylpentane-2,4-dione